(R)-N-(6-methoxy-8-methylisoquinolin-1-yl)-4-(3-methyl-1,2,4-oxadiazol-5-yl)-N-(piperidin-3-yl)benzamide COC=1C=C2C=CN=C(C2=C(C1)C)N(C(C1=CC=C(C=C1)C1=NC(=NO1)C)=O)[C@H]1CNCCC1